3-((2-methoxy-2-oxoethyl)(methyl)amino)-3-methylbutyric acid methyl ester COC(CC(C)(C)N(C)CC(=O)OC)=O